bicyclo[5.5.1]tridecanyl acrylate C(C=C)(=O)OC12CCCCCC(CCCCC1)C2